COC(=O)C1=NOC(=C1)C 5-Methylisoxazole-3-carboxylic acid methyl ester